ClC=1C=C(C(=NC1)F)[C@@]1([C@H](CN(CC1)C(=O)OCCNC(=O)OC(C)(C)C)C)F 2-{[(tert-butoxy)carbonyl]amino}ethyl (3S,4R)-4-(5-chloro-2-fluoropyridin-3-yl)-4-fluoro-3-methylpiperidine-1-carboxylate